N,N'-Di-t-Butoxycarbonyl-N'-(trifluoromethylsulfonyl)guanidine C(C)(C)(C)OC(=O)NC(=N)N(S(=O)(=O)C(F)(F)F)C(=O)OC(C)(C)C